1-benzyl-1,2,3,6-tetrahydropyridine C(C1=CC=CC=C1)N1CCC=CC1